N-(3-chlorophenyl)-9-(3,6-dihydro-2H-pyran-4-yl)-1-methyl-6,7-dihydro-5H-benzo[c][1,2,3]triazolo[1,5-a]azepin-7-amine ClC=1C=C(C=CC1)NC1C2=C(C=3N(CC1)N=NC3C)C=CC(=C2)C=2CCOCC2